C[C@@H](C(=O)OC)CC#CC |r| racemic-methyl 2-methyl-4-hexynoate